C(C1=CC=CC=C1)(=O)NC1=CC=C(C2=CC(=CC(=C12)O)S(=O)(=O)O)S(=O)(=O)O 4-(benzamido)-5-hydroxynaphthalene-1,7-disulfonic acid